(R)-7-(4-(1-(2,2-difluoro-1-(4-fluoro-phenyl)propyl)-1H-pyrazol-4-yl)-5-fluoro-pyrimidin-2-yl)-8-methyl-[1,2,4]triazolo-[1,5-a]pyridin-2-amine FC([C@@H](C1=CC=C(C=C1)F)N1N=CC(=C1)C1=NC(=NC=C1F)C1=C(C=2N(C=C1)N=C(N2)N)C)(C)F